ClC1=CC=C(CN2N=C3C4=C(CCC3=C2)OC(=C4C)C(=O)NCC4CC4)C=C1 2-(4-chlorobenzyl)-N-(cyclopropylmethyl)-8-methyl-4,5-dihydro-2H-furo[2,3-g]indazole-7-carboxamide